(1R,2S,5S)-3-(diphenylcarbamoyl)-8-(2-(4-methylpiperazine-1-yl)benzoyl)-3,8-diazabicyclo[3.2.1]octane-2-carboxylic acid C1(=CC=CC=C1)N(C(=O)N1[C@@H]([C@H]2CC[C@@H](C1)N2C(C2=C(C=CC=C2)N2CCN(CC2)C)=O)C(=O)O)C2=CC=CC=C2